NC=1C(=NC(=NC1)C=1C=C2C(=CC=NC2=CC1)N)C(=O)O 5-amino-2-(4-amino-6-quinolyl)pyrimidine-4-carboxylic acid